ClC=1C=C(C=C(C1OCCOC)Cl)CC=O 2-(3,5-dichloro-4-(2-methoxyethoxy)phenyl)acetaldehyde